α-Ethynyluridine C(#C)[C@@]1([C@H](O)[C@H](O)[C@@H](CO)O1)N1C(=O)NC(=O)C=C1